Dimethyl-caprylamide CC(C(=O)N)(CCCCCC)C